Ethyl (S)-3-(3-(4-Hydroxy-1-methyl-2-oxo-1,2-dihydropyridin-3-yl)ureido)-3-(4-phenylthiophen-2-yl)propanoat OC1=C(C(N(C=C1)C)=O)NC(N[C@@H](CC(=O)OCC)C=1SC=C(C1)C1=CC=CC=C1)=O